C(C)(C)(C)OOC(C)(C)C1=CC=CC=C1 cumyl tertiary butyl peroxide